2-(4-Hydroxybenzyl)-1-methoxy-9,10-dihydrophenanthrene-3,7-diol OC1=CC=C(CC2=C(C=3CCC4=CC(=CC=C4C3C=C2O)O)OC)C=C1